FC1=C(C#N)C=CC(=C1)C1=NC=2C(=NC=CC2N2CC3C(CC2)CCN3)N1C1=C(C=C(C=C1)N1CC(CC1)OC)F 2-Fluoro-4-(3-(2-fluoro-4-(3-methoxypyrrolidin-1-yl)phenyl)-7-(octahydro-6H-pyrrolo[2,3-c]pyridin-6-yl)-3H-imidazo[4,5-b]pyridin-2-yl)benzonitrile